C(=O)NC1=NC=CC=C1C1=NC=2C(=NC(=CC2)C2=CC=CC=C2)N1C1=CC=C(C(=O)OC2=CC=CC=C2)C=C1 phenyl 4-[2-(2-formamidopyridin-3-yl)-5-phenylimidazo[4,5-b]pyridin-3-yl]benzoate